BrC1=C(N=C2N(C1=O)C=C(N2)C)C(F)(F)F 6-bromo-2-methyl-7-(trifluorometh-yl)-1H-imidazo[1,2-a]pyrimidin-5-one